ClC1=C(C(=CC=C1)Cl)C1=CC2=C(N=C(N=C2)NC2=NC=C(C=C2)OCC(CO)CO)N(C1=O)C 6-(2,6-dichlorophenyl)-2-((5-(3-hydroxy-2-(hydroxymethyl)propoxy)pyridin-2-yl)amino)-8-methylpyrido[2,3-d]pyrimidin-7(8H)-one